ClC=1C=C(C=CC1O)C[C@@H](CNC(CC(C1(CC1)C(F)(F)F)C1=CC=NC=C1)=O)N(C)C N-((S)-3-(3-chloro-4-hydroxyphenyl)-2-(dimethylamino)propyl)-3-(pyridin-4-yl)-3-(1-(trifluoromethyl)cyclopropyl)propanamide